2-[4-(3-methyl-5-pyridin-4-yl-pyrazol-1-yl)-phenoxymethyl]-quinoline CC1=NN(C(=C1)C1=CC=NC=C1)C1=CC=C(OCC2=NC3=CC=CC=C3C=C2)C=C1